2-chloro-5-methyl-4-(4-(trifluoromethyl)phenyl)pyrimidine ClC1=NC=C(C(=N1)C1=CC=C(C=C1)C(F)(F)F)C